N-(1-methylpiperidin-4-yl)cyclopentane-1-carboxamide CN1CCC(CC1)NC(=O)C1CCCC1